ClC1=NC=C2C=C(C(=NC2=C1)C#N)C=1C=NC(=CC1C)C(CC)=O 7-chloro-3-(4-methyl-6-propionylpyridin-3-yl)-1,6-naphthyridine-2-carbonitrile